FC1=CC=C(C=C1)S(=O)(=O)O.O[C@@H]1CN(CC[C@H]1NC1=NC2=C(C=CC=C2C=N1)C(=O)N[C@H]1CC2=C(NC=N2)CC1)S(=O)(=O)C 2-(((3R,4R)-3-hydroxy-1-(methylsulfonyl)piperidin-4-yl)amino)-N-((R)-4,5,6,7-tetrahydro-1H-benzo[d]imidazol-5-yl)quinazolin-8-carboxamide para-fluorobenzenesulfonate